NC1=NC(=C(C=2C1=NN(N2)CC2=NC=CC=C2)Br)C=2C(=C(C#N)C=CC2)F 3-(4-amino-7-bromo-2-(pyridin-2-ylmethyl)-2H-[1,2,3]Triazolo[4,5-c]Pyridin-6-yl)-2-fluorobenzonitrile